N[C@@H]1[C@H](CCCC1)N(C(=O)[C@@H](CC(=O)OC(C1=C(C=CC=C1)Cl)(C1=CC=CC=C1)C1=CC=CC=C1)CC(=C(F)F)F)C (2-Chlorotrityl) (S)-3-(((1S,2S)-2-aminocyclohexyl) (methyl)carbamoyl)-5,6,6-trifluorohex-5-enoate